2-hydroxy-1-(2-((((CIS)-4-(2,3,6-trifluorophenyl)cyclohexyl)-oxy)methyl)-3-(1-((2-(trimethylsilyl)ethoxy)methyl)-1H-pyrazol-5-yl)piperidin-1-yl)ethan-1-one OCC(=O)N1C(C(CCC1)C1=CC=NN1COCC[Si](C)(C)C)CO[C@@H]1CC[C@@H](CC1)C1=C(C(=CC=C1F)F)F